C1(=CC(=CC=C1)C1=CC2=C(N=C3C(=NC(N3)=O)O2)C=C1)C 6-(3-tolyl)-1,4-benzoxazinoimidazole-one